ClC1=NC=2C(N(CCC2C=C1)C)=O 2-chloro-7-methyl-6,7-dihydro-1,7-naphthyridin-8(5H)-one